ClC=1C=C2C(=NC1OC)C(=C(N2C)C=2NC(=NN2)[C@H](COC)N(C)C)N2C=NC=C2 (R)-1-(5-(6-chloro-3-(1H-imidazol-1-yl)-5-methoxy-1-methyl-1H-pyrrolo[3,2-b]pyridin-2-yl)-4H-1,2,4-triazol-3-yl)-2-methoxy-N,N-dimethylethan-1-amine